4-((3-fluoro-8-methyl-2,3-dihydro-1H-pyrido[2,3-b][1,4]oxazin-7-yl)amino)-N-(4-(4-methylpiperazin-1-yl)phenyl)-2-oxo-1,2-dihydropyridine-3-carboxamide FC1CNC2=C(O1)N=CC(=C2C)NC2=C(C(NC=C2)=O)C(=O)NC2=CC=C(C=C2)N2CCN(CC2)C